C1(CC1)N1C=C(C(C2=CC=C(C=C12)C1N(CC(C1)O)C(=O)[O-])=O)C=O 2-(1-cyclopropyl-3-formyl-4-oxo-1,4-dihydroquinolin-7-yl)-4-hydroxy-pyrrolidine-1-carboxylate